NCC1=CC=C(C=C1)NC(=O)C1=CC2=C(OCCC3=C2SC=C3)C=C1C=1C(=NC(=CC1)C(NC1(CCCCCC1)C)=O)C(=O)OC methyl 3-(9-((4-(aminomethyl)phenyl)carbamoyl)-4,5-dihydrobenzo[b]thieno[2,3-d]oxepin-8-yl)-6-((1-methylcycloheptyl)carbamoyl)picolinate